N-hydroxy-3-oxo-4-(2-(trifluoromethoxy)benzyl)-3,4-dihydro-2H-benzo[b][1,4]oxazine-6-carboxamide ONC(=O)C1=CC2=C(OCC(N2CC2=C(C=CC=C2)OC(F)(F)F)=O)C=C1